C(C)(C)(C)OC(=O)NC1=NC=CC=C1[C@@H](C1=CC(=C(C=C1)C(C)C)F)NC(=O)[C@H]1N(C[C@@H](C1)F)C(=O)OC(C)(C)C tert-butyl (2S,4R)-2-(((R)-(2-((tert-butoxycarbonyl)amino)pyridin-3-yl)(3-fluoro-4-isopropylphenyl)methyl)carbamoyl)-4-fluoropyrrolidine-1-carboxylate